ClC1=CC(=C(C=C1)[C@@]1(OC2=C(C=CC=C2C(=C1)F)C1CCN(CC1)CC1=NC=2C(=NC(=CC2)C(=O)O)N1C[C@@H](O)CC)[2H])OC([2H])([2H])[2H] 2-((4-((R)-2-(4-chloro-2-(methoxy-d3)phenyl)-4-fluoro-2H-chromen-8-yl-2-d)piperidin-1-yl)methyl)-3-(((S)-oxabutane-2-yl)methyl)-3H-imidazo[4,5-b]pyridine-5-carboxylic acid